2-((1s,5r)-6,6-difluoro-3-azabicyclo[3.2.0]hept-3-yl)-N-(2-sulfamoylpyridin-4-yl)-5-(trifluoromethyl)nicotinamide FC1([C@H]2CN(C[C@H]2C1)C1=C(C(=O)NC2=CC(=NC=C2)S(N)(=O)=O)C=C(C=N1)C(F)(F)F)F